C(#N)C=1C=C(C=CC1)C1=NC2=C(N1)C=CC=C2 2-(3-Cyanophenyl)-1H-benzo[d]imidazole